BrC=1C=CC(=C2C=C(N=CC12)Cl)CCCCO 4-(8-bromo-3-chloroisoquinolin-5-yl)butan-1-ol